FC=1C=C(C(=NC1)OC)CC#N 2-(5-fluoro-2-methoxypyridin-3-yl)acetonitrile